NC=1C(=NC(=CC1)Cl)/C=C/C(=O)OCC ethyl (E)-3-(3-amino-6-chloropyridin-2-yl)acrylate